(3-(6-(3-Methoxyphenyl)-5,7-dimethyl-1-oxo-1H-pyrrolo[3,4-d]pyridazin-2(6H)-yl)benzyl)acetamide COC=1C=C(C=CC1)N1C(=C2C(N(N=CC2=C1C)C=1C=C(CCC(=O)N)C=CC1)=O)C